N1C(=CCC(=C1)C(=O)N)C(=O)N 1,4-dihydropyridine-2,5-dicarboxamide